C(C)(C)(C)OC(N(CC#C)C1=CC=C(C=2CCOC21)S(=O)(=O)C)=O (4-(methylsulfonyl)-2,3-dihydrobenzofuran-7-yl)(prop-2-yn-1-yl)carbamic acid tert-butyl ester